(4-chloro-6-phenyl-1,3,5-triazin-2-yl)-[1,1'-biphenyl]-4-carbonitrile ClC1=NC(=NC(=N1)C1=CC=CC=C1)C1=C(C=CC(=C1)C#N)C1=CC=CC=C1